CCCCCCCCCCC[C@H](CC(=O)N[C@@H]1[C@H]([C@@H]([C@H](O[C@@H]1OP(=O)([O-])[O-])CO[C@H]2[C@@H]([C@H]([C@@H]([C@H](O2)CO[C@@]3(C[C@H]([C@H]([C@H](O3)[C@@H](CO)O)O)O[C@@]4(C[C@H]([C@H]([C@H](O4)[C@@H](CO)O)O)O)C(=O)[O-])C(=O)[O-])OP(=O)([O-])[O-])OC(=O)C[C@@H](CCCCCCCCCCC)O)NC(=O)C[C@@H](CCCCCCCCCCC)OC(=O)CCCCCCCCCCC)O)OC(=O)C[C@@H](CCCCCCCCCCC)O)O The molecule is a lipid A oxoanion obtained via deprotonation of the carboxy and phosphate OH groups of (KDO)2-(lauroyl)-lipid IVA; major species at pH 7.3. It is a conjugate base of a (KDO)2-(lauroyl)-lipid IVA.